C(C)OC(C(C(C[C@@H](CO[Si](C1=CC=CC=C1)(C1=CC=CC=C1)C(C)(C)C)C)Br)=O)=O (5S)-3-bromo-6-[(tert-butyldiphenylsilyl)oxy]-5-methyl-2-oxohexanoic acid ethyl ester